methyl 3-methoxy-2-((2-oxo-4-(o-tolyl)-2H-chromen-7-yl)oxy)propanoate COCC(C(=O)OC)OC1=CC=C2C(=CC(OC2=C1)=O)C1=C(C=CC=C1)C